NC1C(CCC1)CN 2-aminocyclopentanemethylamine